(1RS,2SR,4RS)-1-(bicyclo[2.2.1]hept-5-en-2-yl)-1-phenyl-3-(piperidin-1-yl)propan-1-ol C12[C@H](C[C@H](C=C1)C2)[C@@](CCN2CCCCC2)(O)C2=CC=CC=C2 |r|